3-(1H-imidazo[4,5-c]pyridin-2-yl)-1H-pyrazolo[3,4-B]pyridine N1C(=NC=2C=NC=CC21)C2=NNC1=NC=CC=C12